6-tertiary butyl-ortho-cresol C(C)(C)(C)C=1C=CC=C(C1O)C